Ethyl 3-[2-(dimethylamino)-ethyl]-5-methoxy-indole-1-carboxylate CN(CCC1=CN(C2=CC=C(C=C12)OC)C(=O)OCC)C